FC=1C=C2C(=C3CN(C(C13)=O)[C@@H]1C(NC(CC1)=O)=O)OCC21CCN(CC1)CC1=CC(=CC=C1)C=1C=NN(C1)C (S)-3-(5-fluoro-1'-(3-(1-methyl-1H-pyrazol-4-yl)benzyl)-6-oxo-6,8-dihydro-2H,7H-spiro[furo[2,3-e]isoindol-3,4'-piperidin]-7-yl)piperidine-2,6-dione